Butylpyrimidine CCCCC1=NC=CC=N1